NC(C(=O)N1CCN(CC1)C1=NC2=NC=CN=C2C(=N1)N[C@H](C)C1=C(C=C(C=C1)Cl)Cl)(C)C 2-amino-1-[4-(4-{[(1R)-1-(2,4-dichlorophenyl)ethyl]amino}pteridin-2-yl)piperazin-1-yl]-2-methylpropan-1-one